N-(3-chloro-5-(ethylsulfanyl)phenyl)-4-(3,5-difluoropyridin-2-yl)-5-methylthiophene-2-carboxamide ClC=1C=C(C=C(C1)SCC)NC(=O)C=1SC(=C(C1)C1=NC=C(C=C1F)F)C